2,2-bis(p-hydroxyphenyl)-propane dimethacrylate C(C(=C)C)(=O)O.C(C(=C)C)(=O)O.OC1=CC=C(C=C1)C(C)(C)C1=CC=C(C=C1)O